(R)-5-(5-(4-chlorophenyl)-6,7-dihydro-5H-pyrrolo[2,1-c][1,2,4]triazol-3-yl)-3-methyl-1H-pyrazolo[3,4-b]pyridine ClC1=CC=C(C=C1)[C@H]1CCC2=NN=C(N21)C=2C=C1C(=NC2)NN=C1C